C(C)(=O)OC1=CC=C2C(=CNC2=C1)CCN(C)C1CC1 3-(2-(cyclopropyl (methyl) amino) ethyl)-1H-indol-6-yl acetate